N1=C(C=CC=C1)C1=C(C(=C(C=C1C)C)N=C)C N-[(2-Pyridyl)-mesityl]methylenamin